2-triethylsilylacetylene C(C)[Si](C#C)(CC)CC